C1(=CC=CC=C1)C(C1=CC=CC=C1)NCCN diphenylmethyl-ethylenediamine